BrC1=CC(=C(C=C1)NC1=NC=C(C(=N1)NC1=C(C(=O)NOC)C=CC=C1)C(F)(F)F)OC 2-({2-[(4-bromo-2-methoxyphenyl)amino]-5-(trifluoromethyl)pyrimidin-4-yl}amino)-N-methoxybenzamide